5-chloro-4-[(3S)-3-ethylmorpholin-4-yl]-2-(2-fluoro-4-pyridinyl)-1H-pyrimidin-6-one ClC1=C(N=C(NC1=O)C1=CC(=NC=C1)F)N1[C@H](COCC1)CC